C(C)C(C(=O)[O-])=CC1=CC=CC=C1 alpha-ethylcinnamate